n-Caprylate CCCCCCCC(=O)O